C1(CCC1)C=1C=NN2C1N=C(C=C2NC2=CC(=CC(=C2)C)F)O[C@@H]2CNCCC2 (S)-3-cyclobutyl-N-(3-fluoro-5-methylphenyl)-5-((piperidin-3-yl)oxy)pyrazolo[1,5-a]pyrimidin-7-amine